F[Ga] fluorogallium